FC1=C2C(=CC=3N=C(OC31)[C@@H]3N(CC3)C(=O)OC(C)(C)C)CC(C2)C=O tert-Butyl (2R)-2-(8-fluoro-6-formyl-6,7-dihydro-5H-cyclopenta[f][1,3]benzoxazol-2-yl)azetidine-1-carboxylate